3-fluoro-2-methoxy-5-(4,4,5,5-tetramethyl-1,3,2-dioxaborolan-2-yl)pyridine Methyl-(R)-3-(2-(2-methoxy-2-oxoethyl)-1-oxo-1,2,3,4-tetrahydronaphthalen-2-yl)propanoate COC(CC[C@@]1(C(C2=CC=CC=C2CC1)=O)CC(=O)OC)=O.FC=1C(=NC=C(C1)B1OC(C(O1)(C)C)(C)C)OC